C=1N=CN2C1C1=CC=CC=C1C2C2(CC(C2)(C)C)O 1-(5H-Imidazo[5,1-a]isoindol-5-yl)-3,3-dimethylcyclobutan-1-ol